ethyl 2-[(3-bromophenyl)formohydrazido]-2-iminoacetate BrC=1C=C(C=CC1)C(=O)NNC(C(=O)OCC)=N